2-methyl-3-buten-2-ol trifluoromethanesulfonate FC(S(=O)(=O)OC(C)(C=C)C)(F)F